lithium ferrous hexafluorophosphate F[P-](F)(F)(F)(F)F.[Fe+2].[Li+].F[P-](F)(F)(F)(F)F.F[P-](F)(F)(F)(F)F